1-(methyl-d3)-3-((tetrahydrofuran-3-yl)oxy)-1H-pyrazol-4-amine C(N1N=C(C(=C1)N)OC1COCC1)([2H])([2H])[2H]